(1S,2S)-2-((2-Methyl-6-(3-methyl-4-((((R)-1-(thiazol-2-yl)ethoxy)carbonyl)amino)isoxazol-5-yl)pyridin-3-yl)carbamoyl)cyclohexan CC1=NC(=CC=C1NC(=O)C1CCCCC1)C1=C(C(=NO1)C)NC(=O)O[C@@H](C)C=1SC=CN1